(E)-N-((6-(4-(Dimethylamino)phenyl)pyridin-3-yl)methyl)-4-hydroxy-N-(3-(2-(thiazol-2-yl)vinyl)phenyl)cyclohexanecarboxamide CN(C1=CC=C(C=C1)C1=CC=C(C=N1)CN(C(=O)C1CCC(CC1)O)C1=CC(=CC=C1)\C=C\C=1SC=CN1)C